(S)-8-acetyl-N-(7-oxo-1-(5-phenyl-1H-imidazol-2-yl)nonyl)-1-oxa-2,8-diazaspiro[4.5]dec-2-ene-3-carboxamide C(C)(=O)N1CCC2(CC(=NO2)C(=O)N[C@@H](CCCCCC(CC)=O)C=2NC(=CN2)C2=CC=CC=C2)CC1